C1(CC1)C([C@@H](C(=O)NC1=CC=C(C=C1)C=1C(=NNC1C)C)NC(=O)C=1N(N=CC1)CCC(C)O)C1CC1 N-[(1S)-1-(dicyclopropylmethyl)-2-[4-(3,5-dimethyl-1H-pyrazol-4-yl)anilino]-2-oxo-ethyl]-2-(3-hydroxybutyl)pyrazole-3-carboxamide